O[C@@H](COC1=CC=C(C(=O)OCC2=CC=CC=C2)C=C1)CN1N=CC=N1 (R)-benzyl 4-(2-hydroxy-3-(2H-1,2,3-triazol-2-yl)propoxy)benzoate